C(CCC)NCCCN N-butylpropane-1,3-diamine